N1(CCN(CC1)CCCN(CCC[Si](OCC)(OCC)OCC)CCC[Si](OCC)(OCC)OCC)CCCN(CCC[Si](OCC)(OCC)OCC)CCC[Si](OCC)(OCC)OCC 3,3'-(piperazine-1,4-diyl)bis(N,N-bis(3-(triethoxysilyl)propyl)propan-1-amine)